FC1=C(C=CC(=C1)C(F)(F)F)C1=NC(=CC2=C1N=C(N(C2=O)C)C)N2C[C@@H](OC1(CC1)C2)C=2C=NN(C2)C (S)-8-(2-fluoro-4-(trifluoromethyl)phenyl)-2,3-dimethyl-6-(5-(1-methyl-1H-pyrazol-4-yl)-4-oxa-7-azaspiro[2.5]oct-7-yl)pyrido[3,4-d]pyrimidin-4(3H)-one